OC=1C=C2CC[C@H]([C@H](C2=CC1)C1=CC=C(C=C1)N1CCC(CC1)CN1CCN(CC1)C=1C=C2CN(C(C2=CC1)=O)[C@@H]1C(NC(CC1)=O)=O)C1=CC=C(C=C1)O (3S)-3-[5-[4-[[1-[4-[(1S,2R)-6-hydroxy-2-(4-hydroxyphenyl)tetralin-1-yl]phenyl]-4-piperidyl]methyl]piperazin-1-yl]-1-oxo-isoindolin-2-yl]piperidine-2,6-dione